diethyltoluamide CCN(CC)C(=O)C1C=CC=C(C)C=1